CNCCCCN[C@@H]1C[C@H](CC1)NC1=NC=C(C(=N1)C1=CNC2=NC(=CC=C21)C(=O)O)C(F)(F)F 3-(2-{[(1S,3S)-3-{[4-(methylamino)butyl]amino}cyclopentyl]amino}-5-(trifluoromethyl)pyrimidine-4-yl)-1H-pyrrolo[2,3-b]pyridine-6-carboxylic acid